7-methyl-5-(4-(trifluoromethyl)phenethoxy)-1H-pyrrolo[3,2-b]pyridin-3-amine TFA salt OC(=O)C(F)(F)F.CC1=C2C(=NC(=C1)OCCC1=CC=C(C=C1)C(F)(F)F)C(=CN2)N